FC(CN1N=CC(=C1)N)(F)F (2,2,2-trifluoroethyl)-1H-pyrazol-4-amine